ClC1=CC=C2C(=CNC2=C1)C([C@H](C1=CC=CC=C1)NCCC1=CC=C(C=C1)S(=O)(=O)N)=O |r| (S)- and (R)-4-(2-((2-(6-chloro-1H-indol-3-yl)-2-oxo-1-phenylethyl)amino)ethyl)benzenesulfonamide